FC(C(=O)O)(F)F.N1N=CC(=C1)C=1C=CC2=C(C1)COC1=NC(=CC=C12)N1CCC12CCNCC2 1-[8-(1H-pyrazol-4-yl)-6H-isochromeno[3,4-b]pyridin-3-yl]-1,7-diazaspiro[3.5]nonane 2,2,2-trifluoroacetate